FC1(CCN(CC1)CC1CCN(CC1)C1=NC=CC(=C1)C1=NN(C2=CC=C(C=C12)OC1(CC1)C)COCC[Si](C)(C)C)CN1CCN(CC1)C(=O)OCC1=CC=CC=C1 benzyl 4-[[4-fluoro-1-[[1-[4-[5-(1-methylcyclopropoxy)-1-(2-trimethylsilylethoxymethyl)indazol-3-yl]-2-pyridyl]-4-piperidyl]methyl]-4-piperidyl]methyl]piperazine-1-carboxylate